6-(6-((6-methoxypyridin-3-yl)methyl)-3,6-diazabicyclo[3.1.1]heptan-3-yl)pyridin COC1=CC=C(C=N1)CN1C2CN(CC1C2)C2=CC=CC=N2